NC=1C=C(C=CC1Cl)C(O)C1=CC=CC=C1 (3-amino-4-chlorophenyl)(phenyl)methanol